C(C=C)OC1=NC(=NC(=N1)Cl)Cl 2-(allyloxy)-4,6-dichloro-1,3,5-triazine